FC=1C=C(C=C(C1)F)N1CC(C1)CC(=O)OCC Ethyl 2-(1-(3,5-difluorophenyl)azetidin-3-yl)acetate